C1(=NN=CC2=CC=CC=C12)SC1CCC(CC1)=O 4-(phthalazinylthio)cyclohexanone